C1(CC1)C1=CC(=CC(=N1)C=1OC2=C(N1)C=C(C=C2C)CN[C@@H](C)[C@H](C)OC)C2=C(C=C(C=C2)F)C2=NN=CN2C [(2-{6-Cyclopropyl-4-[4-fluoro-2-(4-methyl-1,2,4-triazol-3-yl)phenyl]pyridin-2-yl}-7-methyl-1,3-benzoxazol-5-yl)methyl][(2S,3S)-3-methoxybutan-2-yl]amine